(S)-1-(3-(4-amino-3-((2,6-difluoro-3,5-dimethoxyphenyl)ethynyl)-7-(1-methyl-1H-imidazol-4-yl)-1H-pyrazolo[4,3-c]pyridin-1-yl)pyrrolidin-1-yl)prop-2-en-1-one NC1=NC=C(C2=C1C(=NN2[C@@H]2CN(CC2)C(C=C)=O)C#CC2=C(C(=CC(=C2F)OC)OC)F)C=2N=CN(C2)C